COC(CNC(=O)C1=NC=C(C=C1O)C1=CCN(CC1)S(=O)(=O)C1=CC=C(C=C1)NC(C)=O)=O (5-(1-((4-acetamidophenyl)sulfonyl)-1,2,5,6-tetrahydropyridin-4-yl)-3-hydroxy-pyridine-2-carbonyl)glycine methyl ester